2-(3-Cyclopentanesulfonyl-phenyl)-N-(5,6-dimethoxy-benzothiazol-2-yl)-acetamide C1(CCCC1)S(=O)(=O)C=1C=C(C=CC1)CC(=O)NC=1SC2=C(N1)C=C(C(=C2)OC)OC